1-boc-3-iodo-1H-pyrazolo[3,4-b]pyridine C(=O)(OC(C)(C)C)N1N=C(C=2C1=NC=CC2)I